OC(C(=O)OCCCOC1=CC=C(C=C1)C(C)(C)C1=CC=C(C=C1)OCCCOC(C(=CC)O)=O)=CC 2,2-bis[4-(2-hydroxy-3-methylacryloxypropoxy)phenyl]propane